N1(CCSCC1)C1CC(C1)C(=O)OCC ethyl 3-(thiomorpholin-4-yl)cyclobutane-1-carboxylate